(S)-tert-butyl 2-(2-(4-(2-(2-cyano-4,4-difluoropyrrolidin-1-yl)-2-oxoethylcarbamoyl)quinolin-6-yl)-5-methoxyphenoxy)ethylcarbamate C(#N)[C@H]1N(CC(C1)(F)F)C(CNC(=O)C1=CC=NC2=CC=C(C=C12)C1=C(OCCNC(OC(C)(C)C)=O)C=C(C=C1)OC)=O